(S)-(2-chloro-5-(3,5-dimethyl-2,6-dioxo-4-thioxo-1,3,5-triazin-1-yl)-4-fluorobenzoyl)valine tert-butyl ester C(C)(C)(C)OC([C@@H](NC(C1=C(C=C(C(=C1)N1C(N(C(N(C1=O)C)=S)C)=O)F)Cl)=O)C(C)C)=O